2,4,7-trichloro-5-ethoxy-8-fluoro-pyrido[4,3-d]pyrimidine ClC=1N=C(C2=C(N1)C(=C(N=C2OCC)Cl)F)Cl